C(CCC)C1CCN(CC1)S(=O)(=O)C1=CC=C(C=C1)NC(C1=C(C=CC=C1)N(S(=O)(=O)C)C)=O N-(4-((4-butylpiperidin-1-yl)sulfonyl)phenyl)-2-(N-methylmethylsulfonamido)benzamide